OC1=C(C=CC=C1)C(C#C[Si](C)(C)C)=O 1-(2-hydroxyphenyl)-3-trimethylsilylprop-2-yn-1-one